ClC1=CC(=C(C=C1C#N)NS(=O)(=O)C=1C=C(C(=O)O)C=CC1C1CC1)O[C@H]1[C@H](CC1)OC 3-(N-(4-chloro-5-cyano-2-(cis-2-methoxycyclobutoxy)phenyl)sulfamoyl)-4-cyclopropylbenzoic acid